N-(Ethoxycarbonylmethyl)-6-Methoxy-Quinolinium C(C)OC(=O)C[N+]1=CC=CC2=CC(=CC=C12)OC